(2R)-2-bromo-2-fluoro-acetic acid allyl ester C(C=C)OC([C@H](F)Br)=O